C(#N)C1=CC(=C(C=C1)COC1=CC=CC(=N1)C1=CC=C(C=C1)CC(=O)O)F 2-[4-[6-[(4-Cyano-2-fluoro-phenyl)methoxy]-2-pyridinyl]phenyl]acetic acid